4-(3-bromo-4-fluorophenyl)-3-(4-(((1,1-dihydroxyisothiazolidin-5-yl)methyl)amino)-1,2,5-oxadiazol-3-yl)-1,2,4-oxadiazol-5(4H)-one BrC=1C=C(C=CC1F)N1C(=NOC1=O)C1=NON=C1NCC1CCNS1(O)O